pyridinal formate C(=O)O.N1=C(C=CC=C1)C=O